N-((cis)-3-(5-chloro-2-cyanophenyl)cyclobutyl)-1-((R and S)-1-(5-methoxy-6-((1R,5S)-2-oxo-3-azabicyclo[3.1.0]hexan-3-yl)pyridin-3-yl)ethyl)-1H-1,2,3-triazole-4-carboxamide ClC=1C=CC(=C(C1)[C@H]1C[C@H](C1)NC(=O)C=1N=NN(C1)[C@H](C)C=1C=NC(=C(C1)OC)N1C([C@@H]2C[C@@H]2C1)=O)C#N |&1:19|